4-(4-(2,4-difluorophenyl)phenyl)-5-trifluoromethylpyridine FC1=C(C=CC(=C1)F)C1=CC=C(C=C1)C1=CC=NC=C1C(F)(F)F